P(=O)(OC(C(C(C(C(C(C(C(F)(F)F)(F)F)(F)F)(F)F)(F)F)(F)F)(F)F)(F)F)([O-])[O-] heptadecafluorooctyl phosphate